COCC1=CC(=NO1)C1=NN=C2N1N=C(C1=CC=CC=C21)OCC2=CC=C(C=N2)C(=O)N2CCCCC2 (6-(((3-(5-(methoxymethyl)isoxazol-3-yl)-[1,2,4]triazolo[3,4-a]phthalazin-6-yl)oxy)methyl)pyridin-3-yl)(piperidin-1-yl)methanone